CC(C)=C1CCC(CC1)N1CCC(CC1)N1C(C(C2=CC=CC=C12)CC1CNCC1)=O 1-(1-(4-(propan-2-ylidene)cyclohexyl)piperidin-4-yl)-3-(pyrrolidin-3-ylmethyl)indolin-2-one